BrC=1C=C2C(=NC1)C=NN2CC=2C=NC=CC2C 6-bromo-1-((4-methylpyridin-3-yl)methyl)-1H-pyrazolo[4,3-b]pyridine